4-(trans-4-heptyl-cyclohexyl)phenol C(CCCCCC)[C@@H]1CC[C@H](CC1)C1=CC=C(C=C1)O